NC1=CC(=C(OC2=CC(=NC=C2)NC(=O)C2CC2)C=C1F)F N-(4-(4-amino-2,5-difluorophenoxy)pyridin-2-yl)cyclopropanecarboxamide